[N+](=O)([O-])\C(\C(=O)OCC)=C\CC (E)-Ethyl 2-nitropent-2-enoate